C(C)(C)NC1=C(C=NC2=CC=C(C=C12)C=1C=NNC1)C(=O)NC1COCCC1 4-(isopropylamino)-6-(1H-pyrazol-4-yl)-N-(tetrahydro-2H-pyran-3-yl)quinoline-3-carboxamide